6-methyl-chromen-4-one CC=1C=C2C(C=COC2=CC1)=O